(6R)-Ethyl 5-(3,4-Dichlorobenzoyl)-6-methyl-2-((2R)-1-((1-(5-methyl-1,3,4-oxadiazol-2-yl) ethyl) amino) propan-2-yl)-4,5,6,7-tetrahydro-2H-pyrazolo[4,3-c]pyridine-3-carboxylate ClC=1C=C(C(=O)N2CC=3C(C[C@H]2C)=NN(C3C(=O)OCC)[C@@H](CNC(C)C=3OC(=NN3)C)C)C=CC1Cl